C(CCCCCCCCC)(=O)OC(C1=CC=C(C=C1)OC)Cl [chloro-(4-methoxyphenyl)methyl] decanoate